(S)-N-(3-aminobicyclo[1.1.1]pentan-1-yl)-1-(4-fluorophenyl)-3,4-dihydroisoquinoline-2(1H)-carboxamide NC12CC(C1)(C2)NC(=O)N2[C@H](C1=CC=CC=C1CC2)C2=CC=C(C=C2)F